3-cyclopropyl-1H-pyrrole-2-carboxylic acid ethyl ester C(C)OC(=O)C=1NC=CC1C1CC1